4,4'-(1,3-dimethylbutylidene)diphenol CC(CC(C)C)(C1=CC=C(C=C1)O)C1=CC=C(C=C1)O